ClC1=C(C=CC=C1)S(=O)(=O)N1C2CN(CC1CC2)C(=O)C=2N=NNC2 {8-[(2-chlorophenyl)sulfonyl]-3,8-diazabicyclo[3.2.1]oct-3-yl}(1H-1,2,3-triazol-4-yl)methanone